1-(4-ethyl-1-piperazinyl)-3-[3-({methyl[(3-methyl-5-isoxazolyl)methyl]amino}methyl)phenoxy]-2-propanol C(C)N1CCN(CC1)CC(COC1=CC(=CC=C1)CN(CC1=CC(=NO1)C)C)O